NC=1C=2N(C3=CC(=CC=C3N1)C(=O)N(CC1=NC=C(C=C1)C(F)(F)F)C(C)C)C=NN2 4-amino-N-isopropyl-N-((5-(trifluoromethyl)pyridin-2-yl)methyl)-[1,2,4]triazolo[4,3-a]quinoxaline-8-carboxamide